C1(=CC=CC=C1)P(C=1C=C(C=CC1)C1=CC(=CC=C1)C1=CC=C2C=CC3=CC=CC4=CC=C1C2=C34)(C3=CC=CC=C3)=O diphenyl(3'-(pyren-1-yl)-[1,1'-biphenyl]-3-yl)phosphine oxide